(5RS)-4-[5-(3,5-dichlorophenyl)-4H-isoxazol-3-yl]-2-methylbenzoic acid ClC=1C=C(C=C(C1)Cl)[C@H]1CC(=NO1)C1=CC(=C(C(=O)O)C=C1)C |r|